(E)-2-((2-(4-(3-carbamoylphenyl)thiazol-2-yl)hydrazono)methyl)benzoic acid C(N)(=O)C=1C=C(C=CC1)C=1N=C(SC1)N\N=C\C1=C(C(=O)O)C=CC=C1